5-Cyclopropyl-N-(5-(difluoromethyl)-6-(2H-1,2,3-triazol-2-yl)pyridin-3-yl)-1-(4-carbonyl-4H-pyrido[1,2-a]pyrimidin-9-yl)-1H-pyrazole-4-carboxamide C1(CC1)C1=C(C=NN1C1=CC=CN2C1=NC=CC2=C=O)C(=O)NC=2C=NC(=C(C2)C(F)F)N2N=CC=N2